ClC1=C(N=C(N=N1)N1CC[C@H]2[C@@H]1CN(CC2)C)C (3aS,7aR)-1-(6-chloro-5-methyl-1,2,4-triazin-3-yl)-6-methyloctahydro-1H-pyrrolo[2,3-c]pyridine